C1(=CC=CC=2OC3=C(C21)C=CC=C3)B(O)O dibenzo[b,D]furan-1-ylboronic acid